4-[(3S)-3-amino-3-methylpyrrolidin-1-yl]-6-cyano-N-[(1S)-1-cyclopropylethyl]-5-(1,2-oxazol-4-yl)pyridine-3-carboxamide tert-Butyl-N-[(5-bromo-8-chloro-6-quinolyl)methyl]carbamate C(C)(C)(C)OC(NCC=1C(=C2C=CC=NC2=C(C1)Cl)Br)=O.N[C@@]1(CN(CC1)C1=C(C=NC(=C1C=1C=NOC1)C#N)C(=O)N[C@@H](C)C1CC1)C